OC[C@]12CCC(C=C1CC[C@H]1[C@@H]3CCC([C@@]3(C)CC[C@H]21)=O)=O 19-hydroxyandrostane-4-ene-3,17-dione